2R-oxazoline O1C=NCC1